(3-cyclohexyl-4-(piperidin-4-yloxy)phenyl)(4-(3-fluoro-5-(piperazin-1-yl)phenoxy)piperidin-1-yl)methanone C1(CCCCC1)C=1C=C(C=CC1OC1CCNCC1)C(=O)N1CCC(CC1)OC1=CC(=CC(=C1)N1CCNCC1)F